2-[[2-(2-(dimethylamino)ethoxy)ethyl]methylamino]ethanol CN(CCOCCN(CCO)C)C